[Ti+4].C(C)CC(CC(=O)[O-])=O.C(C)CC(CC(=O)[O-])=O.C(C)CC(CC(=O)[O-])=O.C(C)CC(CC(=O)[O-])=O (ethylacetoacetate) titanium